2-{[(1S)-1-{4-[3-(4-acryloylpiperazin-1-yl)tetrahydrofuran-3-yl]phenyl}ethyl]amino}-8-(propan-2-yl)pyrido[2,3-d]pyrimidin-7(8H)-one C(C=C)(=O)N1CCN(CC1)C1(COCC1)C1=CC=C(C=C1)[C@H](C)NC=1N=CC2=C(N1)N(C(C=C2)=O)C(C)C